2-(3-(ethylsulfonyl)-5-(1H-1,2,4-triazol-1-yl)pyridin-2-yl)-9-methyl-8-(trifluoromethyl)-9H-purine C(C)S(=O)(=O)C=1C(=NC=C(C1)N1N=CN=C1)C1=NC=C2N=C(N(C2=N1)C)C(F)(F)F